5-(2-(tert-butylamino)-2-oxoacetyl)-1,2,4-trimethyl-N-(1-(4-methylthiazol-2-yl)cyclopentyl)-1H-pyrrole-3-carboxamide C(C)(C)(C)NC(C(=O)C1=C(C(=C(N1C)C)C(=O)NC1(CCCC1)C=1SC=C(N1)C)C)=O